NC=1C(=C2C(=NC1C(=O)N)N(C=N2)CC(F)(F)F)C2=C(C(=CC=C2C)O)C 6-amino-7-(3-hydroxy-2,6-dimethylphenyl)-3-(2,2,2-trifluoroethyl)imidazo[4,5-b]pyridine-5-carboxamide